4-(5-((4-((4-(Acetylaminomethyl)-4-hydroxypiperidin-1-yl)methyl)-6-(3,5-dichlorophenyl)pyridin-2-yl)oxy)-3-fluoropyridin-2-yl)piperazine-1-carboxylic acid tert-butyl ester C(C)(C)(C)OC(=O)N1CCN(CC1)C1=NC=C(C=C1F)OC1=NC(=CC(=C1)CN1CCC(CC1)(O)CNC(C)=O)C1=CC(=CC(=C1)Cl)Cl